dimethyl-4,5-bis(diphenylphosphino)xanthine CC1(NC2(NC(NC(C2(N1)P(C1=CC=CC=C1)C1=CC=CC=C1)=O)=O)P(C1=CC=CC=C1)C1=CC=CC=C1)C